C(CCCCCCCCCCCCCCCCCCCCCCCCCCCCCCCCCCCCCCCCCCCCCCCCC(=O)N)(=O)N hexamethylenebis-behenic acid amide